7-(3-methoxypyridin-2-yl)benzo[d]thiazol-2-amine COC=1C(=NC=CC1)C1=CC=CC=2N=C(SC21)N